C(CCCCC)C1=CN=C2C=C3C(N(C=4C=CC=CC34)C)=CN21 3-hexyl-6-methyl-6H-imidazo[1',2':1,6]pyrido[3,4-b]indole